(cyclopentadienyl)(pentamethylcyclopentadienyl)zirconium C1(C=CC=C1)[Zr]C1(C(=C(C(=C1C)C)C)C)C